4-Amino-benzoic acid methyl ester COC(C1=CC=C(C=C1)N)=O